CC1(OC2=C(C1)C(=C(C(=C2C)C)S(=O)(=O)NC(NCCCCC(=O)O)=N)C)C 5-[N'-(2,2,4,6,7-pentamethyl-2,3-dihydro-1-benzofuran-5-sulfonyl)carbamimidamido]pentanoic acid